1,2-dibromo-1,1,2,2-tetrafluoroethane BrC(C(F)(F)Br)(F)F